4-{3-(cyanomethyl)-3-[4-(1H-pyrrolo[2,3-b]pyridin-4-yl)-1H-pyrazol-1-yl]azetidin-1-yl}-N-[4-cyano-2-(trifluoromethyl)phenyl]piperidine-1-carboxamide C(#N)CC1(CN(C1)C1CCN(CC1)C(=O)NC1=C(C=C(C=C1)C#N)C(F)(F)F)N1N=CC(=C1)C1=C2C(=NC=C1)NC=C2